[Si](C)(C)(C(C)(C)C)OC1=CC2=C(C(=C(C(O2)=O)C(=C)OCC)C)C=C1 7-[(tert-Butyldimethylsilanyl)oxy]-3-(1-ethoxyvinyl)-4-methyl-2H-benzopyran-2-one